N1-cyclopropyl-N3-(2-(difluoromethoxy)-6-methylpyridin-3-yl)-3-(3-isopropylpyridin-2-yl)azetidine-1,3-dicarboxamide C1(CC1)NC(=O)N1CC(C1)(C(=O)NC=1C(=NC(=CC1)C)OC(F)F)C1=NC=CC=C1C(C)C